CN1C(CC=C1C)C 1,2,5-trimethyl-2,3-dihydro-1H-pyrrole